Cl.C1N(CC12CCNCC2)C2=NC=NC=C2OC2=C(C(=O)N(C(C)C)C1CC1)C=C(C=C2)F ((4-(2,7-diazaspiro[3.5]non-2-yl)pyrimidin-5-yl)oxy)-N-cyclopropyl-5-fluoro-N-isopropylbenzamide hydrochloride